4-(3,4-dihydro-2H-1,4-benzoxazin-7-yl)-3,6-dihydro-2H-pyridine-1-carboxylic acid tert-butyl ester C(C)(C)(C)OC(=O)N1CCC(=CC1)C1=CC2=C(NCCO2)C=C1